(S)-4-(2-chloro-4-(1-methyl-5-[1-(prop-2-yn-1-yl)-3-(trifluoromethyl)-1H-pyrazol-4-yl]-1H-imidazole-2-carboxamido)benzoyl)-N-(pyrrolidin-3-yl)piperazine-1-carboxamide hydrochloride Cl.ClC1=C(C(=O)N2CCN(CC2)C(=O)N[C@@H]2CNCC2)C=CC(=C1)NC(=O)C=1N(C(=CN1)C=1C(=NN(C1)CC#C)C(F)(F)F)C